CC1=C(SC2=C1N=NC=C2SC)C[C@H](C)NC(OC(C)(C)C)=O tert-butyl (S)-(1-(7-methyl-4-(methylthio)thieno[3,2-c]pyridazin-6-yl)propan-2-yl)carbamate